CC1CCC(CC1)NC1=NC(=CC=C1)N N2-((1R,4R)-4-methylcyclohexyl)pyridine-2,6-diamine